C(C1=CC=CC=C1)N1C[C@H]2CC[C@@H](C1)C2(F)F (1R,5S)-3-benzyl-8,8-difluoro-3-azabicyclo[3.2.1]octane